1-(chloromethyl)-2-(phenylsulfonyl)benzene ClCC1=C(C=CC=C1)S(=O)(=O)C1=CC=CC=C1